C(#C)C1=NC=CC(=C1)C=O 2-ethynyl-pyridine-4-carbaldehyde